6-(1,1-bis(4-hydroxyphenyl)ethyl)dibenzo[c,e][1,2]oxaphosphine-6-oxide OC1=CC=C(C=C1)C(C)(C1=CC=C(C=C1)O)P1(OC2=C(C3=C1C=CC=C3)C=CC=C2)=O